C(C1=CC=CC=C1)N1[C@@H]([C@@H]2[C@H](C1)C21CCOCC1)CO ((1R,2S,5S)-3-Benzyltetrahydro-3-azaspiro[bicyclo[3.1.0]hexane-6,4'-pyran]-2-yl)methanol